C[Si](C#CC1=C(C=CC=C1)B1OC(C(O1)(C)C)(C)C)(C)C trimethyl-[2-[2-(4,4,5,5-tetramethyl-1,3,2-dioxaborolan-2-yl)phenyl]ethynyl]silane